3-(5-Amino-6-(pyrimidin-2-yl)pyrazin-2-yl)-N-(4-cyanobicyclo[2.1.1]hexan-1-yl)-4-(methyl-d3)benzenesulfonamide trifluoroacetate salt FC(C(=O)O)(F)F.NC=1N=CC(=NC1C1=NC=CC=N1)C=1C=C(C=CC1C([2H])([2H])[2H])S(=O)(=O)NC12CCC(C1)(C2)C#N